N-(2-chloro-4-(trifluoromethyl)phenyl)-2-(2-(3,6-dihydro-2H-pyran-4-yl)-5-ethyl-7-oxo-6-(piperazine-1-yl)-[1,2,4]triazolo[1,5-a]pyrimidin-4(7H)-yl)acetamide ClC1=C(C=CC(=C1)C(F)(F)F)NC(CN1C=2N(C(C(=C1CC)N1CCNCC1)=O)N=C(N2)C=2CCOCC2)=O